2-amino-9-((2R,4S,5R)-5-ethyl-4-hydroxy-5-(hydroxymethyl)tetrahydrofuran-2-yl)-1,9-dihydro-6H-purin-6-one NC=1NC(C=2N=CN(C2N1)[C@@H]1O[C@@]([C@H](C1)O)(CO)CC)=O